O=C1NC(CCC1N1C(C2=CC=CC(=C2C1=O)NCCN1CCNCC1)=O)=O 2-(2,6-dioxopiperidin-3-yl)-4-{[2-(piperazin-1-yl)ethyl]amino}-2,3-dihydro-1H-isoindole-1,3-dione